FC(OC=1C=CC(=NC1)CC1CC2(CN(C2)C(=O)N2CC3(C2)NC(COC3)=O)C1)(F)F 2-[6-[[5-(trifluoromethoxy)-2-pyridyl]methyl]-2-azaspiro[3.3]heptane-2-carbonyl]-8-oxa-2,5-diazaspiro[3.5]nonan-6-one